NC1=C2N=C(N(C2=NC(=N1)OC(CNC(OC(C)(C)C)=O)C)CC1=CC(=CC=C1)CP(=O)(OC)O)OC tert-butyl (2-((6-amino-9-(3-((hydroxy(methoxy)phosphoryl)methyl)benzyl)-8-methoxy-9H-purin-2-yl)oxy)propyl)carbamate